N[C@H](CCCOC1=C(CC=2C=NN3C2N=CN=C3N)C=CC(=C1)Cl)COC (R)-8-(2-((4-amino-5-methoxypentyl)oxy)-4-chlorobenzyl)pyrazolo[1,5-a][1,3,5]triazin-4-amin